N-tert-butyl-3-(2-(4-(morpholinomethyl)phenylamino)thieno[3,2-d]pyrimidin-7-yl)benzenesulfonamide C(C)(C)(C)NS(=O)(=O)C1=CC(=CC=C1)C1=CSC2=C1N=C(N=C2)NC2=CC=C(C=C2)CN2CCOCC2